m-ethyl-benzyl chloride C(C)C=1C=C(CCl)C=CC1